COC1=CC=C(C=C1)C=1CCCN(CC1)C(=O)OC(C)(C)C Tert-Butyl 5-(4-methoxyphenyl)-2,3,4,7-tetrahydro-1H-azepine-1-carboxylate